CN(CCOC=1C=CC2=C(C3=C(C(=C4C=CN=CC4=C3)C)S2)C1)C N,N-dimethyl-2-((5-methylbenzo[4,5]thieno[2,3-g]isoquinolin-9-yl)oxy)ethanamine